3-iodo-7-methyl-1H-indole IC1=CNC2=C(C=CC=C12)C